[8-(1-benzyl-1H-imidazol-4-yl)-2,3-dihydro-benzo[1,4]dioxin-2-ylmethyl]-amid C(C1=CC=CC=C1)N1C=NC(=C1)C1=CC=CC2=C1OC(CO2)C[NH-]